methyl 3-chloro-2-(2-(3-chloro-1H-pyrazol-4-yl)-4,6-difluorophenyl)imidazo[1,2-a]pyridine-7-carboxylate ClC1=C(N=C2N1C=CC(=C2)C(=O)OC)C2=C(C=C(C=C2F)F)C=2C(=NNC2)Cl